(E)-7-((4-(9-methoxy-3,4-dihydrobenzo[4,5]imidazo[1,2-a]pyrazin-2(1H)-yl)but-2-en-1-yl)oxy)-3,4-dihydroquinolin-2(1H)-one COC1=CC=CC2=C1N=C1N2CCN(C1)C/C=C/COC1=CC=C2CCC(NC2=C1)=O